FC1=CC=C(C=C1)C(=O)N1C(C2=C(CC1)N(N=C2)C2=NC(=NS2)C)C (4-Fluorophenyl)(4-methyl-1-(3-methyl-1,2,4-thiadiazol-5-yl)-1,4,6,7-tetrahydro-5H-pyrazolo[4,3-c]pyridin-5-yl)methanone